ClC1=CC=[14C](NC(C(F)(F)F)=O)C=C1 p-chlorotrifluoro-acetanilide-14C